FC=1C(=C(C=CC1F)[C@H]1[C@@H](O[C@H]([C@@H]1C)C)C(=O)NC1=CC(=NC=C1)C(=O)N)OC (2R,3S,4R,5S)-4-[[3-(3,4-difluoro-2-methoxy-phenyl)-4,5-dimethyl-tetrahydrofuran-2-carbonyl]amino]pyridine-2-carboxamide